C(C)(C)N[SiH](NC(C)C)NC(C)C tris(isopropylamino)silane